[4-(5-aminoisoxazol-3-yl)-1-piperidyl]-(3-fluoro-4-methylsulfonyl-phenyl)methanone NC1=CC(=NO1)C1CCN(CC1)C(=O)C1=CC(=C(C=C1)S(=O)(=O)C)F